Methyl 3-carbamoyl-1-(2-((2-((3-chloro-2-fluorophenylmethyl) amino)-2-oxoethyl) (cyclopropyl) amino)-2-oxoethyl)-1H-indazole-6-carboxylate C(N)(=O)C1=NN(C2=CC(=CC=C12)C(=O)OC)CC(=O)N(C1CC1)CC(=O)NCC1=C(C(=CC=C1)Cl)F